CN1N=CC(=C1)C1(NC=NC=C1)N 4-(1-methyl-1H-pyrazol-4-yl)-4-aminopyrimidine